C1(CC1)[C@H](CP(O)(=O)C)C1=CC(=CC=C1)OCC1CCN(CC1)C1=C(C=CC(=C1)OC)CCCC(C)(C)C ((S)-2-Cyclopropyl-2-(3-((1-(2-(4,4-dimethylpentyl)-5-methoxyphenyl)piperidin-4-yl)methoxy)phenyl)ethyl)(methyl)phosphinic Acid